(benzyloxy)propane-1,2-diol C(C1=CC=CC=C1)OC(C(C)O)O